2,3-dichlorophenylboric acid ClC1=C(C=CC=C1Cl)OB(O)O